C1(CCCCCC1)[C@@H](C(=O)OC)NC(=O)C1=CC=NN1CC Methyl (S)-2-cycloheptyl-2-(1-ethyl-1H-pyrazole-5-carboxamido)acetate